propylene bislaurate C(CCCCCCCCCCC)(=O)OCC(C)OC(CCCCCCCCCCC)=O